O=C1C2CCC(C1)C2 oxo-bicyclo(2.2.1)heptane